4-formylphenyl-potassium trifluoroborate B(F)(F)F.C(=O)C1=CC=C(C=C1)[K]